N-(methoxycarbonyl)methyl-3-aminopropyl-triethoxysilane COC(=O)CNCCC[Si](OCC)(OCC)OCC